4-bromo-3,5-dichloropyridin BrC1=C(C=NC=C1Cl)Cl